O1CC(C1)C=1C=NC(=NC1)C(C)NC(OC(C)(C)C)=O Tert-butyl N-{1-[5-(oxetan-3-yl)pyrimidin-2-yl]ethyl}carbamate